BrC=1C(=CC(=C(C1)C1=CC=C2C(=CN=NC2=C1)NCC1=C(C=C(C=C1)OC)OC)N1N=CC=C1)OCCO[Si](C)(C)C(C)(C)C 7-[5-BROMO-4-[2-[TERT-BUTYL(DIMETHYL)SILYL]OXYETHOXY]-2-PYRAZOL-1-YL-PHENYL]-N-[(2,4-DIMETHOXYPHENYL)METHYL]CINNOLIN-4-AMINE